C1(C(C(C(C(C1OP(=O)(O)O)OP(=O)(O)O)OP(=O)(O)O)OP(=O)(O)O)OP(=O)(O)O)OP(=O)(O)O myo-inositol 1,2,3,4,5,6-hexakisphosphate